(S)-2-(3-((6-((1-(3-(tert-butyl)phenyl)ethyl)carbamoyl)-2-methyl-1-neopentyl-1H-indol-3-yl)methyl)phenoxy)-2-methylpropanoic acid C(C)(C)(C)C=1C=C(C=CC1)[C@H](C)NC(=O)C1=CC=C2C(=C(N(C2=C1)CC(C)(C)C)C)CC=1C=C(OC(C(=O)O)(C)C)C=CC1